N-(6-((5-bromo-2-((2-methoxy-5-methyl-4-(2-methyl-2,7-diazaspiro[3.5]nonan-7-yl)phenyl)amino)pyrimidin-4-yl)amino)quinoxalin-5-yl)methanesulfonamide BrC=1C(=NC(=NC1)NC1=C(C=C(C(=C1)C)N1CCC2(CN(C2)C)CC1)OC)NC=1C(=C2N=CC=NC2=CC1)NS(=O)(=O)C